(E)-1-(4-(4-((4-([1,2,4]triazolo[1,5-a]pyridin-7-ylmethyl)-3-methylphenyl)amino)-5-fluoroquinazolin-6-yl)-3-methylpiperazin-1-yl)-4-(dimethylamino)but-2-en-1-one N=1C=NN2C1C=C(C=C2)CC2=C(C=C(C=C2)NC2=NC=NC1=CC=C(C(=C21)F)N2C(CN(CC2)C(\C=C\CN(C)C)=O)C)C